C(C)(C)(C)N1CC(C=C1)CC1=NC=C(C=C1CO)Cl 1-(tert-butyl)-3-((5-chloro-3-(hydroxymethyl)pyridin-2-yl)methyl)-1,3-dihydro-2H-pyrrole